6-cyclopropyl-2-[(5,6,7,8-tetrahydro-2,6-naphthyridin-3-yl)amino]-4H,5H,6H,7H,8H-pyrazolo[1,5-d][1,4]diazepin-7-one C1(CC1)N1C(CN2C(CC1)=CC(=N2)NC=2N=CC=1CCNCC1C2)=O